C(CC(=O)[O-])/C=C\\C/C=C\\C/C=C\\C=C\\[C@H](C/C=C\\C/C=C\\CCO)O The molecule is a dihydroxydocosahexaenoate that is the conjugate base of (4Z,7Z,10Z,12E,14S,16Z,19Z)-14,22-dihydroxydocosahexaenoic acid, obtained by deprotonation of the carboxy group; major species at pH 7.3. It is a dihydroxydocosahexaenoate and an omega-hydroxy fatty acid anion. It is a conjugate base of a (4Z,7Z,10Z,12E,14S,16Z,19Z)-14,22-dihydroxydocosahexaenoic acid. It is an enantiomer of a (4Z,7Z,10Z,12E,14R,16Z,19Z)-14,22-dihydroxydocosahexaenoate.